C1(=CC=CC=C1)[C@H](\C=C\C1=CC=CC=C1)C(C(=O)OC)C(=O)OC (+)-dimethyl (R,E)-2-(1,3-diphenylallyl)malonate